COC(C1=C(C=CC(=C1)Br)SC)=O 5-bromo-2-(methylthio)benzoic acid methyl ester